NC[C@H]([C@@](C)(O)C1=CC=C(C=C1)F)F (2S,3R)-4-amino-3-fluoro-2-(4-fluorophenyl)butan-2-ol